(2S,4R)-N-[(S)-(4-cyclopropyl-3-fluorophenyl)(phenyl)methyl]-4-fluoro-1-[2-(5-methyl-2,4-dioxo-1,2,3,4-tetrahydropyrimidin-1-yl)acetyl]pyrrolidine-2-carboxamide C1(CC1)C1=C(C=C(C=C1)[C@@H](NC(=O)[C@H]1N(C[C@@H](C1)F)C(CN1C(NC(C(=C1)C)=O)=O)=O)C1=CC=CC=C1)F